O1CC(C1)NC(CC=1C=C2CCC(NC2=CC1)C1=CC=CC=C1)=O N-(oxetan-3-yl)-2-(2-phenyl-1,2,3,4-tetrahydroquinolin-6-yl)acetamide